COC1=C(C2=C(C(=C1)O)C(=O)C(=C(O2)C3=C(C(=CC=C3)Cl)O)OC)OC The molecule is a dihydroxyflavone that is flavone substituted by a chloro group at position 3', hydroxy groups at positions 5 and 2' and methoxy groups at positions 3, 7 band 8 respectively. It has a role as an Aspergillus metabolite and an antifungal agent. It is a trimethoxyflavone, a dihydroxyflavone and a member of monochlorobenzenes.